C(\C=C/CCCCCCCCCC)OC(CCCCC(CCCCCCCCC)CC=O)=O 6-(2-oxoethyl)pentadecanoic acid (Z)-tridec-2-en-1-yl ester